CC(C)C(C(C(CC=C(C)C)(C)C)=NO)(C)C 2,3,3,5,5,8-hexamethylnon-7-en-4-one oxime